C(C)(=O)C=1C=C(C=CC1)NC(=O)NC=1C=C2C(N(C(N(C2=CC1)CCN1CCCCC1)=O)C1=NC=CC=C1)=O 1-(3-Acetylphenyl)-3-(2,4-dioxo-1-(2-(piperidin-1-yl)ethyl)-3-(pyridin-2-yl)-1,2,3,4-tetrahydroquinazolin-6-yl)urea